1-(4-phenylsulfonylphenyl)butane-1,2-dione C1(=CC=CC=C1)S(=O)(=O)C1=CC=C(C=C1)C(C(CC)=O)=O